NC(CC(=O)NC=1C=NN(C1)CC(=O)N(CCOC1=CC=C(C=C1)C)C)(C)C 3-amino-3-methyl-N-(1-(2-(methyl(2-(p-tolyloxy)ethyl)amino)-2-oxoethyl)-1H-pyrazol-4-yl)butanamide